(tert-butoxycarbonyl)-L-valine chloromethyl ester ClCOC([C@@H](NC(=O)OC(C)(C)C)C(C)C)=O